3-[({4'-cyano-[1,1'-biphenyl]-4-yl}oxy)methyl]-1-(4-methoxybenzoyl)-N-(2-methylpropane-2-sulfonyl)pyrrolidine-3-carboxamide C(#N)C1=CC=C(C=C1)C1=CC=C(C=C1)OCC1(CN(CC1)C(C1=CC=C(C=C1)OC)=O)C(=O)NS(=O)(=O)C(C)(C)C